BrC1=CN=CC2=CC(=CC=C12)F 4-bromo-7-fluoro-isoquinoline